FC(OC1=CC=C(C=N1)N1[C@H]([C@H](CC1)NS(=O)(=O)C)CO[C@@H]1CC[C@@H](CC1)C1=CC=CC=C1)F N-((2R,3S)-1-(6-(difluoromethoxy)pyridin-3-yl)-2-((((CIS)-4-phenylcyclohexyl)oxy)methyl)-pyrrolidin-3-yl)methanesulfonamide